(R)-2-((2-ethyl-7-methyl-5-(6-(tetrahydrofuran-3-carbonyl)-2,6-diazaspiro[3.3]heptan-2-yl)pyrazolo[1,5-a]pyridin-3-yl)(methyl)amino)-4-(4-fluorophenyl)thiazole-5-carbonitrile C(C)C1=NN2C(C=C(C=C2C)N2CC3(C2)CN(C3)C(=O)[C@H]3COCC3)=C1N(C=1SC(=C(N1)C1=CC=C(C=C1)F)C#N)C